(S)-2-((5-(2-(6-(dimethylamino)-2-methylhexan-3-yl)-2,6-diazaspiro[3.4]octan-6-yl)-1,2,4-triazin-6-yl)oxy)-5-fluoro-N,N-diisopropylbenzamide CN(CCC[C@@H](C(C)C)N1CC2(C1)CN(CC2)C=2N=CN=NC2OC2=C(C(=O)N(C(C)C)C(C)C)C=C(C=C2)F)C